CN1CC(C1)(C)[C@@](C=1C=C(C=NC1)C#CC1(CCCC1)O)(C1=CC=C(C=C1)C(C)C)O 1-{5-[(R)-(1,3-dimethyl-azetidin-3-yl)-hydroxy-(4-isopropyl-phenyl)-methyl]-pyridin-3-ylethynyl}-cyclopentanol